N-(9-((3aR,5R,6R,6aS)-2,2-di-t-butyl-6-methoxytetrahydrofuro[2,3-d][1,3,2]dioxasilol-5-yl)-9H-purin-6-yl)-N-methylbenzamide C(C)(C)(C)[Si]1(O[C@@H]2[C@@H](O1)O[C@H]([C@@H]2OC)N2C1=NC=NC(=C1N=C2)N(C(C2=CC=CC=C2)=O)C)C(C)(C)C